FC(C(=O)N[C@@H]1[C@H](CNCC1)C)(COC1=NC=CC=C1OC(F)(F)F)F 2,2-difluoro-N-((3S,4S)-3-methylpiperidin-4-yl)-3-((3-(trifluoromethoxy)pyridin-2-yl)oxy)propanamide